C1C(C)O1 monoepoxypropane